O=C1N(SC2=C1C=CC=C2)C2=C(C(=O)OC)C=CC=C2 methyl 2-(3-oxobenzo[d]isothiazol-2(3H)-yl)benzoate